2-amino-6-borono-2-(1-(2-(pyridin-3-yl)benzyl)piperidin-4-yl)hexanoic acid NC(C(=O)O)(CCCCB(O)O)C1CCN(CC1)CC1=C(C=CC=C1)C=1C=NC=CC1